C1(=CC=CC=C1)C(C1=CC=CC=C1)=NC1=NC=C(C(=C1)C1=C(C=NC(=C1)C)C(=O)NC=1SC(=NN1)OC)OC 2'-((diphenylmethylene)amino)-5'-methoxy-N-(5-methoxy-1,3,4-thiadiazol-2-yl)-6-methyl-(4,4'-bipyridine)-3-carboxamide